COC=1C=C(C=CC1C(=O)OC)[C@H](C)NC(=O)[C@@H]1N(CCOC1)C(=O)OC(C)(C)C tert-butyl (R)-3-(((S)-1-(3-methoxy-4-(methoxycarbonyl)phenyl)ethyl)carbamoyl)morpholine-4-carboxylate